BrC1=C(C=C2C(=C(C(=NC2=C1F)OC[C@H]1N(CCC1)C)[N+](=O)[O-])NC1(CCN(CC1)C(=O)OC(C)(C)C)C(=O)OC)Cl 1-(tert-Butyl) 4-methyl (S)-4-((7-bromo-6-chloro-8-fluoro-2-((1-methylpyrrolidin-2-yl)methoxy)-3-nitroquinolin-4-yl)amino)piperidine-1,4-dicarboxylate